phosphorus manganese-vanadium [V].[Mn].[P]